FC(C1=NN=C(S1)N1C(N(C2=C1C=C(C(=C2)F)S(=O)(=O)NC2(CC2)CF)CCF)=O)F 3-[5-(difluoromethyl)-1,3,4-thiadiazol-2-yl]-6-fluoro-1-(2-fluoroethyl)-N-[1-(fluoromethyl)cyclopropyl]-2-oxo-benzoimidazole-5-sulfonamide